2-(4-Chloroanilino)-4-(4-t-butylaminopiperidin-1-yl)-quinoline ClC1=CC=C(NC2=NC3=CC=CC=C3C(=C2)N2CCC(CC2)NC(C)(C)C)C=C1